C(#N)CCOC(CC)(O)OCCC#N di(cyanoethoxy)propanol